SC(CC(=O)OCCN1C(N(C(N(C1=O)CCOC(CC(C)S)=O)=O)CCOC(CC(C)S)=O)=O)C 1,3,5-tris(2-(3-sulfanylbutanoyloxy)ethyl)-1,3,5-triazinane-2,4,6-trion